C(C)OC(=O)C=1N=C(OC1)CC1=NC=C(C=C1)C=1N=CSC1.FC=1C=2N(C=C(C1)NC(=O)C=1C=3N=CC=NC3C(=CC1)N1C[C@@H](NCC1)C(C)C)C=C(N2)C N-{8-fluoro-2-methylimidazo[1,2-a]pyridin-6-yl}-8-[(3S)-3-isopropylpiperazin-1-yl]quinoxaline-5-carboxamide ethyl-2-((5-(thiazol-4-yl)pyridin-2-yl)methyl)oxazole-4-carboxylate